C(C)(C)(C)OC(=O)N1CCC2(CN(C2)C2=CC(=C(C=C2)N)OC)CC1 2-(4-amino-3-methoxyphenyl)-2,7-diazaspiro[3.5]nonane-7-carboxylic acid tert-butyl ester